3,3-dihydroxymethyl-1,5-pentanediol OCC(CCO)(CCO)CO